C1(CC1)C1=CC=C(C=C1)C(C(=O)NNC(=O)C1CN(CC12CN(C2)C(=O)[C@@H]2C(C2)(C)C)C(=O)C2=CN=CS2)(F)F N'-(2-(4-cyclopropylphenyl)-2,2-difluoroacetyl)-2-((S)-2,2-dimethylcyclopropane-1-carbonyl)-6-(thiazole-5-carbonyl)-2,6-diazaspiro[3.4]octane-8-carbohydrazide